N1C=NC(=C1)C1=C(N=C2N1C=CC(=N2)C#N)C2=NC(=NN2)C(F)(F)F 3-(1H-imidazol-4-yl)-2-[3-(trifluoromethyl)-1H-1,2,4-triazol-5-yl]imidazo[1,2-a]pyrimidine-7-carbonitrile